C1(CC1)C1=C(C(=NO1)C1=C(C=NC=C1Cl)Cl)/C=C/C1C2CN(CC12)C=1C=C2N=CC(=NC2=CC1)C(=O)O (E)-6-(6-(2-(5-cyclopropyl-3-(3,5-dichloropyridin-4-yl)isoxazol-4-yl)vinyl)-3-azabicyclo[3.1.0]hex-3-yl)quinoxaline-2-carboxylic acid